beta-D-sorbose OC[C@]1(O)[C@H](O)[C@@H](O)[C@H](O)CO1